3-(4-(trifluoromethyl)phenyl)(5-(1,2,4-oxadiazolyl)(2-thiazolyl)methanone) FC(C1=CC=C(C=C1)N1C(SC(=C1)C1=NOC=N1)C=O)(F)F